OCCN1N=CC(=C1)C=1C=C(C=C(C1)C=1C=NN(C1)CCO)[C@@H](C)NC(C1=C(C=CC(=C1)OCCN(C)C)C)=O (R)-N-(1-(3,5-bis(1-(2-hydroxyethyl)-1H-pyrazol-4-yl)phenyl)ethyl)-5-(2-(dimethylamino)-ethoxy)-2-methylbenzamide